trimethylamine thiocyanate [S-]C#N.CN(C)C